[Cl-].[Cl-].C1(C=CC2=CC=CC=C12)C1=C(O[Ti+2])C(=CC(=C1)C(C)(C)C)C(C1=CC=CC=C1)(C1=CC=CC=C1)C1=CC=CC=C1 2-(1-indenyl)-4-t-butyl-6-tritylphenoxytitanium dichloride